1-(6-(6-(4-methoxypyridin-3-yl)-4-methyl-1H-pyrazolo[4,3-c]pyridin-1-yl)-4-((2R,3S)-2-methyl-3-((methylsulfonyl)methyl)azetidin-1-yl)pyridin-2-yl)-N4,N4-dimethylcyclohexane-1,4-diamine COC1=C(C=NC=C1)C1=CC2=C(C(=N1)C)C=NN2C2=CC(=CC(=N2)C2(CCC(CC2)N(C)C)N)N2[C@@H]([C@H](C2)CS(=O)(=O)C)C